5-[8-(2-cyanoallylamino)-7-methoxy-2-naphthyl]-N-methyl-pyridine-3-carboxamide C(#N)C(CNC=1C(=CC=C2C=CC(=CC12)C=1C=C(C=NC1)C(=O)NC)OC)=C